FC(C(=O)O)(F)F.NC[C@@H]1CC[C@H](CC1)NC(=O)C1=NC2=CC=C(C=C2C=C1)Cl trans-N-(4-(aminomethyl)cyclohexyl)-6-chloroquinoline-2-carboxamide 2,2,2-trifluoroacetate